4-(7-fluoroimidazo[1,2-a]pyridin-3-yl)-7-((1-(tetrahydro-2H-pyran-4-yl)-1H-pyrazol-3-yl)amino)isoindolin-1-one FC1=CC=2N(C=C1)C(=CN2)C2=C1CNC(C1=C(C=C2)NC2=NN(C=C2)C2CCOCC2)=O